N,N-bis(2-hydroxypropyl)-7-methyloctanamide OC(CN(C(CCCCCC(C)C)=O)CC(C)O)C